6-{[(1R)-1-(4-chlorophenyl)-7-fluoro-5-[1-hydroxy-1-(1-methyl-1H-imidazol-4-yl)propyl]-3-oxo-1-[(3R)-oxocyclopent-3-yloxy]-2,3-dihydro-1H-isoindol-2-yl]methyl}pyridine-3-carbonitrile ClC1=CC=C(C=C1)[C@@]1(N(C(C2=CC(=CC(=C12)F)C(CC)(C=1N=CN(C1)C)O)=O)CC1=CC=C(C=N1)C#N)O[C@H]1CC(CC1)=O